4-chloro-7-iodo-5-phenyl-5H-pyrrolo[3,2-d]pyrimidine ClC=1C2=C(N=CN1)C(=CN2C2=CC=CC=C2)I